FC1=CC=C(C=C1)C=1NC2=CC=CC=C2C1SCC(=O)N[C@@H]1C(NC[C@H]1O)=O 2-[[2-(4-fluorophenyl)-1H-indol-3-yl]sulfanyl]-N-[(3S,4R)-4-hydroxy-2-oxo-pyrrolidin-3-yl]acetamide